N-(2,6-difluorophenyl)-4-(3-ethyl-4-methyl-5-oxo-4,5-dihydro-1H-1,2,4-triazol-1-yl)-5-fluoro-2-[(1S)-1-phenylethoxy]benzamide dimethyl-(2S)-2-aminoglutarate COC([C@H](CCC(=O)OC)N)=O.FC1=C(C(=CC=C1)F)NC(C1=C(C=C(C(=C1)F)N1N=C(N(C1=O)C)CC)O[C@@H](C)C1=CC=CC=C1)=O